2-(9-(pyridin-2-yl)-6-oxaspiro[4.6]undecan-9-yl)ethylamine N1=C(C=CC=C1)C1(CCOC2(CCCC2)CC1)CCN